mono-strontium silicate [Si]([O-])([O-])(O)O.[Sr+2]